Rel-(R)-1-(2-(4-(2,4-difluorophenoxy)piperidin-1-yl)-3-(1-methyl-1H-pyrazol-4-yl)pyrido[3,4-b]pyrazin-7-yl)-2-methylpropane-1,2-diol FC1=C(OC2CCN(CC2)C=2N=C3C(=NC2C=2C=NN(C2)C)C=NC(=C3)[C@H](C(C)(O)C)O)C=CC(=C1)F |o1:26|